N1(N=NC=C1)C1=C(C=CC(=C1)C)S(=O)(=O)[O-] [1,2,3]Triazol-1-yl-4-methylbenzenesulfonate